(S or R)-N-((S)-(3-chloro-2,4-difluorophenyl)(trans-3-(trifluoromethyl)cyclobutyl)methyl)-2-cyclopropyl-3-oxopiperazine-1-carboxamide ClC=1C(=C(C=CC1F)[C@@H](NC(=O)N1[C@H](C(NCC1)=O)C1CC1)[C@@H]1C[C@H](C1)C(F)(F)F)F |o1:13|